4-{[3-(4-{[1-(3-methanesulfonylpropyl)piperidin-4-yl]amino}-1-(2,2,2-trifluoroethyl)-1H-indol-2-yl)prop-2-yn-1-yl]amino}-3-methoxybenzoic acid CS(=O)(=O)CCCN1CCC(CC1)NC1=C2C=C(N(C2=CC=C1)CC(F)(F)F)C#CCNC1=C(C=C(C(=O)O)C=C1)OC